C1(CC1)[C@H](C(F)(F)F)NC(=O)C=1C=NN2C1N=C(C=C2C)[Sn](CCCC)(CCCC)CCCC (R)-N-(1-cyclopropyl-2,2,2-trifluoroethyl)-7-methyl-5-(tributylstannyl)pyrazolo[1,5-a]Pyrimidine-3-carboxamide